3-{2-[di(tert-butyl)(fluoro)silyl]-1H-1,7-diazainden-1-yl}-1-azetidinecarboxylic acid tert-butyl ester C(C)(C)(C)OC(=O)N1CC(C1)N1C(=CC2=CC=CN=C12)[Si](F)(C(C)(C)C)C(C)(C)C